N-heptyl-Amino-11-undecanoic acid C(CCCCCC)NCCCCCCCCCCC(=O)O